C(C)(C)(C)OC(=O)N1CCC2(CC(C2)N2[C@@H](CCC2)C2=C(C=CC=C2)C=C)CC1 (S)-2-(2-(2-vinyl-phenyl)pyrrolidin-1-yl)-7-azaspiro[3.5]nonane-7-carboxylic acid tert-butyl ester